(cyclopentylmethyl(methyl)amino)-1-oxo-2,3-dihydro-1H-pyrrolo[3,4-c]pyridine-4-carboxylate C1(CCCC1)CN(C)N1CC=2C(=NC=CC2C1=O)C(=O)[O-]